3,8-diazabicyclo[3.2.1]octane-2,8-dicarboxylate C12C(NCC(CC1)N2C(=O)[O-])C(=O)[O-]